2-(2-(Benzyloxy)-5-nitrophenyl)ethan-1-ol C(C1=CC=CC=C1)OC1=C(C=C(C=C1)[N+](=O)[O-])CCO